ClC1=C(C=CC=C1)S(=O)(=O)Cl 2-chlorobenzene-1-sulfonyl chloride